amino-(9H-fluorenyl) methyl-carboxylate CC(=O)OC1=C(C=CC=2C3=CC=CC=C3CC12)N